C(=O)C1=C(C=CC2=C1N(C(=N2)CCC(=O)O)C)O 3-(7-formyl-6-hydroxy-1-methyl-1H-benzo[d]imidazol-2-yl)propionic acid